C(CCCCCCCCCCC)NC([C@@H]([C@H]([C@@H]([C@@H](COS(=O)(=O)[O-])O)O)O)O)=O.[Na+].COC=1C=C(C=NC1)C1=C(C=C(N)C=C1)C=1N=NN(N1)C(C1=CC=CC=C1)(C1=CC=CC=C1)C1=CC=CC=C1 4-(5-methoxypyridin-3-yl)-3-(2-trityl-2H-tetrazol-5-yl)aniline Sodium (2R,3R,4S,5R)-6-(dodecylamino)-2,3,4,5-tetrahydroxy-6-oxohexyl-sulfate